6-hydroxyethyl-sulfonyl-2-naphthylamine OCCS(=O)(=O)C=1C=C2C=CC(=CC2=CC1)N